Cl.Cl.FC=1C=C(C=NC1)[C@H](CNC(CC1CCN(CC1)C(=O)NC)(C)C)O (R)-4-(2-((2-(5-Fluoropyridin-3-yl)-2-hydroxyethyl)amino)-2-methyl-propyl)-N-methylpiperidine-1-carboxamide dihydrochloride